P(=O)(OCCCCCCCCCCCCCC)([O-])[O-].[Na+].[Na+] disodium mono-tetradecyl phosphate